OC1=CC=C(C=C1)C1=CC(=C(C=C1)O)C1=CC=CC=C1 4,4'-dihydroxy-m-terphenyl